N1=C(N)N=C(N)N=C1N.P(=O)([O-])(O)O.[NH4+] monoammonium phosphate-melamine